1,3-Diisopropylbenzimidazolium methanesulfonate CS(=O)(=O)[O-].C(C)(C)[N+]1=CN(C2=C1C=CC=C2)C(C)C